2-FLUORO-6-METHYLISONICOTINALDEHYDE FC=1C=C(C=O)C=C(N1)C